C(C)OC(C(=N)NNC1CC1)=O 2-(2-Cyclopropylhydrazino)-2-iminoacetic acid ethyl ester